CN(C=1C=C(C=CC1)C1C=CNN1)C 5-(3-dimethylamino-phenyl)-pyrazoline